5-amino-1-(tert-butyl)-N-[3-(7-{[(3S,4R)-3-fluoro-1-methylpiperidin-4-yl]amino}-3-(2,2,2-trifluoroethyl)pyrazolo[1,5-a]pyridin-2-yl)prop-2-yn-1-yl]-1H-pyrazole-4-carboxamide NC1=C(C=NN1C(C)(C)C)C(=O)NCC#CC1=NN2C(C=CC=C2N[C@H]2[C@H](CN(CC2)C)F)=C1CC(F)(F)F